3-Iodo-1H-pyrazolo[3,4-d]pyrimidin-4-ylamine IC1=NNC2=NC=NC(=C21)N